FC(C1=NN=C(O1)C=1C=NC(=NC1)NC=1C=C(C2=C(N(C=N2)CCO)C1)C1=CC=NN1)F 2-(6-((5-(5-(difluoromethyl)-1,3,4-oxadiazol-2-yl)pyrimidin-2-yl)amino)-4-(1H-pyrazol-5-yl)-1H-benzo[d]imidazol-1-yl)ethan-1-ol